N1=CC(=NC=C1)B1OC(C)(C)C(C)(C)O1 3-pyrazinylboronic acid pinacol ester